dimethyl (2R)-2-hydroxypentanedioate O[C@@H](C(=O)OC)CCC(=O)OC